CN1N(C=C(C1)N)C 2-methyl-1-methyl-4-aminopyrazole